6-Amino-3-((1S,3S)-4'-chloro-3-cyano-3-methyl-1',2'-dihydrospiro[cyclopentane-1,3'-pyrrolo[2,3-b]pyridin]-5'-yl)-2-fluoro-N-methyl-N-(2-morpholinoethyl)benzamide NC1=CC=C(C(=C1C(=O)N(CCN1CCOCC1)C)F)C=1C(=C2C(=NC1)NC[C@@]21C[C@@](CC1)(C)C#N)Cl